BrC1=C(C=C(C=C1)C1=CC=NC=C1)OC 4-(4-bromo-3-methoxyphenyl)pyridine